C(C1=CC=CC=C1)N(C(=S)SSCCCCCCSSC(N(CC1=CC=CC=C1)CC1=CC=CC=C1)=S)CC1=CC=CC=C1 1,6-Bis(N,N-dibenzylthiocarbamoyldithio)hexane